tert-butyl-3-fluoro-5-(hydrazinecarbonyl)piperidine C(C)(C)(C)N1CC(CC(C1)C(=O)NN)F